C12(CC(C1)C2)CNC(=O)NCC2=CC(=NC=C2)OC(F)F 1-(1-bicyclo[1.1.1]pentanylmethyl)-3-[[2-(difluoromethoxy)pyridin-4-yl]methyl]urea